BrC1=C(C=C2C(=NN(C2=C1)C)I)F 6-bromo-5-fluoro-3-iodo-1-methylindazole